tert-Butyl (3-cyano-5-fluoro-4-(5-fluoro-3-((3S,4R)-3-hydroxy-4-(isopropyl(methyl)amino) pyrrolidin-1-yl)-7,9-dihydrofuro[3,4-f]quinazolin-6-yl)benzo[b]thiophen-2-yl)carbamate C(#N)C=1C2=C(SC1NC(OC(C)(C)C)=O)C=CC(=C2C=2C1=C(C=3C=NC(=NC3C2F)N2C[C@@H]([C@@H](C2)N(C)C(C)C)O)COC1)F